N-(3-bromo-5-cyanophenyl)-4-(4-(3,4-dichlorophenyl)-1H-1,2,3-triazol-1-yl)-5-hydroxy-N-((1R,2R)-2-hydroxycyclobutyl)-6-(hydroxymethyl)-3-methoxytetrahydro-2H-pyran-2-carboxamide BrC=1C=C(C=C(C1)C#N)N(C(=O)C1OC(C(C(C1OC)N1N=NC(=C1)C1=CC(=C(C=C1)Cl)Cl)O)CO)[C@H]1[C@@H](CC1)O